FC1=CC=C(C=N1)N1N=CC=CC1=O 2-(6-fluoropyridin-3-yl)pyridazin-3(2H)-one